hydroxymethyltrimethylammonium lysine salt N[C@@H](CCCCN)C(=O)[O-].OC[N+](C)(C)C